4-(trifluoromethyl)propiophenone CCC(=O)C1=CC=C(C=C1)C(F)(F)F